3-Butylallyltin C(CCC)C=CC[Sn]